1-(4-chlorobenzyl)-3-(4-(1-(2-oxopiperidine-4-carbonyl)piperidin-4-yl)butyl)urea ClC1=CC=C(CNC(=O)NCCCCC2CCN(CC2)C(=O)C2CC(NCC2)=O)C=C1